propylethylene carbonate C1(OC(CO1)CCC)=O